5-chloro-2-fluoro-4-((2-(piperidin-4-yl)ethyl)amino)-N-(thiazol-2-yl)benzenesulfonamide (R)-(3-hydroxybutyrate) O[C@@H](CC(=O)O)C.ClC=1C(=CC(=C(C1)S(=O)(=O)NC=1SC=CN1)F)NCCC1CCNCC1